C(C)(=O)C1=NC=2C=NC(=NC2N(C1=O)C1CCCC1)NC1=CC=C(C=C1)N1CCOCC1 6-acetyl-8-cyclopentyl-2-((4-morpholinophenyl)amino)pteridin-7(8H)-one